O=C1CC2(CC(C1)=O)CC(CC(C2)=O)=O 2,4,8,10-tetra-oxospiro[5.5]undecane